2-(6-bromo-7-fluoro-1-oxo-4-prop-2-ylphthalazin-2-yl)-N-(5-fluoropyrimidin-4-yl)acetamide BrC=1C=C2C(=NN(C(C2=CC1F)=O)CC(=O)NC1=NC=NC=C1F)C(C)C